FC1=C(C(=CC=2SC(=CC21)C=O)OC)OC 4-Fluoro-5,6-dimethoxy-benzo[b]thiophene-2-carbaldehyde